4-(2-methylpiperidin-1-yl)-5-nitroquinolin-8-ol CC1N(CCCC1)C1=CC=NC2=C(C=CC(=C12)[N+](=O)[O-])O